(S)-2-amino-5-(4-(4-azidobutoxy)phenyl)pentanoic acid hydrochloride Cl.N[C@H](C(=O)O)CCCC1=CC=C(C=C1)OCCCCN=[N+]=[N-]